[1-[6-(1-methylpyrazol-4-yl)pyrrolo[2,1-f][1,2,4]triazin-4-yl]-3-piperidyl]methanamine CN1N=CC(=C1)C=1C=C2C(=NC=NN2C1)N1CC(CCC1)CN